C(C1=CC=CC=C1)(=O)OCC(C)OC(C1=CC=CC=C1)=O propylenglycol dibenzoat